C(C)(=O)N1CCN(CC1)S(=O)(=O)N(C1=CC=CC=C1)CC=1N=C2N(C=CC(=C2)C=2OC(=NN2)C(F)F)C1 4-acetyl-N-((7-(5-(difluoromethyl)-1,3,4-oxadiazol-2-yl)imidazo[1,2-a]pyridin-2-yl)methyl)-N-phenylpiperazine-1-sulfonamide